C(C)(C)(C)OC(N[C@@H](CC1=CNC2=CC=C(C=C12)Cl)CC1=CC=CC=C1)=O (R)-(1-(5-chloro-1H-indol-3-yl)-3-phenylpropane-2-yl)carbamic acid tert-butyl ester